(S)-r-(5-((2-amino-3-chloropyridin-4-yl)thio)pyrazin-2-yl)-1,3-dihydrospiro[indene-2,4'-piperidin]-1-amine NC1=NC=CC(=C1Cl)SC=1N=CC(=NC1)N1CCC2(CC1)[C@@H](C1=CC=CC=C1C2)N